C(#N)[C@H](C[C@H]1C(NCC1)=O)NC(=O)[C@@H]1[C@H]2[C@H]3C=C[C@@H]([C@H]2CN1C(C(NC(C(F)(F)F)=O)C1(CC1)C)=O)C3 (1R,2S,3S,6R,7S)-N-[(1S)-1-cyano-2-[(3S)-2-oxopyrrolidin-3-yl]ethyl]-4-[2-(1-methylcyclopropyl)-2-(2,2,2-trifluoroacetamido)acetyl]-4-azatricyclo[5.2.1.0^{2,6}]dec-8-ene-3-carboxamide